4-Hydroxy-6-methyl-3-stearoyl-2H-pyran-2-one OC1=C(C(OC(=C1)C)=O)C(CCCCCCCCCCCCCCCCC)=O